[N+](=O)([O-])C1=CC=C(OCC(CO)O)C=C1 3-(4-nitrophenoxy)propane-1,2-diol